1-(3,4-epoxycyclohexyl)methyldimethoxysilane C1(CC2C(CC1)O2)C[SiH](OC)OC